1',2'-dihydrospiro[cyclopropane-1,3'-pyrrolo[2,3-b]pyridin]-2'-one N1C(C2(C=3C1=NC=CC3)CC2)=O